C(CCCC)C#CC#CCCCCC 1,4-bis(pentyl)but-1,3-diyne